FC(OC1=CC=C(C=C1)C1=CN=C2N1C=CN=C2NC2=CC(=C(C=C2)C(=O)N2CCN(CC2)C=2NCCN2)C)F (4-((3-(4-(di-fluoromethoxy)phenyl)imidazo[1,2-a]pyrazin-8-yl)amino)-2-methylphenyl)(4-(4,5-dihydro-1H-imidazol-2-yl)piperazin-1-yl)methanone